C(C=C)(=O)N1C[C@@H](N(CC1)C=1C2=C(N(CN1)C=1C(=NC=CC1C)C(C)C)N=C(C(=C2)F)C2=C(C=CC=C2O)F)C 4-((S)-4-acryloyl-2-methylpiperazin-1-yl)-6-fluoro-7-(2-fluoro-6-hydroxyphenyl)-1-(2-isopropyl-4-methylpyridin-3-yl)pyrido[2,3-d]pyrimidin